(2-(5-(cyclopropylmethyl)-4-(3-fluoro-4-sulfamoylbenzyl)-3-(3-((5-methylthiophen-2-yl)ethynyl)-phenyl)-1H-pyrazol-1-yl)thiazol-4-yl)boronic acid C1(CC1)CC1=C(C(=NN1C=1SC=C(N1)B(O)O)C1=CC(=CC=C1)C#CC=1SC(=CC1)C)CC1=CC(=C(C=C1)S(N)(=O)=O)F